C(C(C)C)(=O)NC=1C=C(C(=O)N)C=CC1 3-isobutyrylaminobenzamide